C(C)(C)(C)C=1C=C(C=C(C1)C(C)(C)C)C1=CC=C(C=C1)O 3',5'-di-tert-butyl-[1,1'-biphenyl]-4-ol